FC1=CC=C(C=C1)NC=1C=[N+](C=CC1[N+](=O)[O-])[O-] 3-[(4-Fluorophenyl) amino]-4-nitropyridin-1-ium-1-olate